1'-{2-[(7-fluoro-1-methyl-2-oxo-2,3-dihydro-1H-indol-5-yl)oxy]ethyl}-2-oxo-1,2-dihydrospiro[indole-3,4'-piperidine]-5-carbonitrile FC=1C=C(C=C2CC(N(C12)C)=O)OCCN1CCC2(CC1)C(NC1=CC=C(C=C12)C#N)=O